1-(azetidin-3-yl)-4-(4-(trifluoromethyl)phenyl)-1,2,3,4-tetrahydroquinoxaline TFA salt OC(=O)C(F)(F)F.N1CC(C1)N1CCN(C2=CC=CC=C12)C1=CC=C(C=C1)C(F)(F)F